N-(1-(cyclopentyl)cyclopropyl)pivaloamide C1(CCCC1)C1(CC1)NC(C(C)(C)C)=O